OC(C)(C)C1=CC=C(C=N1)S(=O)(=O)N 6-(2-hydroxypropan-2-yl)pyridine-3-sulfonamide